2-[[(4-Chlorophenyl)sulfonyl]amino]-N-[4-(2-naphthyl)-2-thiazolyl]-benzamide ClC1=CC=C(C=C1)S(=O)(=O)NC1=C(C(=O)NC=2SC=C(N2)C2=CC3=CC=CC=C3C=C2)C=CC=C1